C(CCC(=O)O)(=O)[O-].S(=O)(=O)(O)O.[Na+] sodium sulfate succinate